B([O-])(O)O.ClC1=C(C(C(=O)O)=CC=C1)OF.[Na+] Sodium Chlorofluorosalicylate Borate